4-amino-2-oxo-1-(pyridin-3-yl)-7-(trifluoromethyl)-1,2-dihydroquinoline-3-carboxylic acid methyl ester COC(=O)C=1C(N(C2=CC(=CC=C2C1N)C(F)(F)F)C=1C=NC=CC1)=O